FC(C1=NC=CC=C1C(=O)NC1=C2C(CC(C2=CC=C1)(C)C)C)F 2-(difluoromethyl)-N-(1,1,3-trimethylindan-4-yl)pyridine-3-carboxamide